2-(4-methylphenoxy)-N-1H-pyrazol-3-yl-N-(2-thienylmethyl)acetamide CC1=CC=C(OCC(=O)N(CC=2SC=CC2)C2=NNC=C2)C=C1